methyl 2-[[3-[tert-butyl(dimethyl)silyl]oxy-4-methoxy-butyl]amino]thiazole-4-carboxylate [Si](C)(C)(C(C)(C)C)OC(CCNC=1SC=C(N1)C(=O)OC)COC